FC=1C(=C2C(=NC1C1=CC=C(C=C1)OC)C1=C(O2)C=CC=C1)C1=CC=CC=C1 3-fluoro-2-(4-methoxyphenyl)-4-phenylbenzofuro[3,2-b]pyridine